ClC1=CC2=C(N(C(N2)=O)C2CCNCC2)C=C1 5-chloro-1-(piperidin-4-yl)-2,3-dihydro-1H-1,3-benzodiazol-2-one